[Cl-].[NH4+].CO[SiH](OC)OC trimethoxysilane ammonium chloride